ClC1=CC=C(CN2C3(CN(C3)C(=O)OC(C)(C)C)C(N(CC2=O)C(C)C)=O)C=C1 tert-butyl 5-(4-chlorobenzyl)-8-isopropyl-6,9-dioxo-2,5,8-triazaspiro[3.5]nonane-2-carboxylate